2-ethoxy-3-fluoro-benzenesulfonamide C(C)OC1=C(C=CC=C1F)S(=O)(=O)N